(R)-6-(3-(3-(3-hydroxy-1-methyl-2-oxopyrrolidin-3-yl)isoxazol-3-yl)-5-methylphenyl)pyridineamide OC1(C(N(CC1)C)=O)[C@]1(NOC=C1)C=1C=C(C=C(C1)C)C1=CC=CC(=N1)C(=O)N